COC(=O)[C@H]1N(C(CC1)CC=C)C(C=C)=O (2S)-1-acryloyl-5-allyl-pyrrolidine-2-carboxylic acid methyl ester